FC(C)(F)C=1C=C(C=CC1F)C1=CN=CC(=N1)CN1C(OC[C@@H]1C)=O (4S)-3-[[6-[3-(1,1-Difluoroethyl)-4-fluoro-phenyl]pyrazin-2-yl]methyl]-4-methyl-oxazolidin-2-one